NC1=C(C=CC(=C1)CN)N1CCN(CC1)C(=O)OC(C)(C)C tert-Butyl 4-(2-amino-4-(aminomethyl)phenyl)piperazine-1-carboxylate